ClC1=C(N=CN1C)CNCCO 2-(((5-Chloro-1-methyl-1H-imidazol-4-yl)methyl)amino)ethan-1-ol